N-(4-(4-amino-5-(2,2-dimethyl-4-oxo-3,4-dihydro-2H-benzo[e][1,3]oxazin-7-yl)pyrazolo[5,1-f][1,2,4]triazin-6-yl)phenyl)acrylamide NC1=NC=NN2C1=C(C(=N2)C2=CC=C(C=C2)NC(C=C)=O)C2=CC1=C(C(NC(O1)(C)C)=O)C=C2